BrC=1C=CC=2N(C1)N=C(C2)O 6-bromopyrazolo[1,5-a]pyridin-2-ol